1-Methylpiperidin-4-yl (trans-4-((3-(1-isopropyl-1H-pyrazol-4-yl)phenyl)((trans-4-(4-methoxy-3-methylphenyl)cyclohexyl)methyl)carbamoyl) cyclohexyl)carbamate C(C)(C)N1N=CC(=C1)C=1C=C(C=CC1)N(C(=O)[C@@H]1CC[C@H](CC1)NC(OC1CCN(CC1)C)=O)C[C@@H]1CC[C@H](CC1)C1=CC(=C(C=C1)OC)C